C(C)(C)NC1CC(C1)C(=O)NC1=C(C2=C(CNCC2)S1)C=1SC2=C(N1)C=CC(=C2)N2C=NC(=C2)C 3-(Isopropylamino)-N-(3-(6-(4-methyl-1H-imidazol-1-yl)benzo[d]thiazol-2-yl)-4,5,6,7-tetrahydrothieno[2,3-c]pyridin-2-yl)cyclobutane-1-carboxamide